(S)-N-(2-hydroxypropyl)-4-(2H-tetrazol-5-yl)benzenesulfonamide O[C@H](CNS(=O)(=O)C1=CC=C(C=C1)C=1N=NNN1)C